propyl 3,4,5-trimethoxybenzoate COC=1C=C(C(=O)OCCC)C=C(C1OC)OC